CN(C)C1=C(C=CC=C1)OC1=C(C=CC=C1)N(C)C bis(N,N-dimethylaminophenyl) ether